N-ethyl-3-(3-(4-fluorophenyl)-4-oxo-3,4-dihydro-phthalazin-1-yl)benzenesulfonamide C(C)NS(=O)(=O)C1=CC(=CC=C1)C1=NN(C(C2=CC=CC=C12)=O)C1=CC=C(C=C1)F